Manganese-cobalt oxide [Co]=O.[Mn]